[Br-].C(#N)C1=CC=[N+](C=C1)CC(C1=CC=C(C=C1)C)=O 4-Cyano-1-(2-oxo-2-(p-tolyl)ethyl)pyridin-1-ium bromide